C(CCC(=O)O)(=O)O.C(CCC(=O)O)(=O)O.ClC=1C=CC(=C(CCN2C[C@@H](CCC2)CN)C1)OCCC (S)-(1-(5-chloro-2-propoxyphenethyl)piperidin-3-yl)methanamine disuccinate